NC=1SC(=CN1)CN1CCC(CC1)=CC(=O)NC1=CC=C(C=C1)F 2-(1-((2-aminothiazol-5-yl)methyl)piperidin-4-ylidene)-N-(4-fluorophenyl)acetamide